Cl.N1=CN=C2NC=NC2=C1NC1=CC(=C2C(NC3(NN2C1=O)CCC3)=O)Cl 7'-((9H-purin-6-yl)amino)-5'-chlorospiro[cyclobutane-1,2'-pyrido[2,1-f][1,2,4]triazine]-4',8'(1'H,3'H)-dione hydrochloride